(S)-2-(4-chloro-2-methoxyphenyl)-2-((3-methoxy-5-(methylsulfonyl)phenyl)-amino)-1-(5-(trifluoromethoxy)-1H-indol-3-yl)ethanone ClC1=CC(=C(C=C1)[C@@H](C(=O)C1=CNC2=CC=C(C=C12)OC(F)(F)F)NC1=CC(=CC(=C1)S(=O)(=O)C)OC)OC